FC1(CC(C1)CC(=O)N)F 2-(3,3-difluorocyclobutyl)acetamide